N1C=C(C2=CC=CC=C12)\C=C\1/OC2=C(C1)C=CC(=C2)O (Z)-2-(1H-indole-3-ylmethylene)-6-hydroxybenzofuran